(S)-N-(2-benzoylphenyl)-1-benzylpyrrolidine-2-carboxamide C1C[C@H](N(C1)CC2=CC=CC=C2)C(=O)NC3=CC=CC=C3C(=O)C4=CC=CC=C4